BrCC(=O)N1C(C=CC2=CC=CC(=C12)OCC1=C(C=CC(=C1)F)C)=O (2-bromoacetyl)-8-((5-fluoro-2-methylbenzyl)oxy)quinolin-2(1H)-one